(R)-N-(1-(3-(difluoromethyl)-2-fluorophenyl)ethyl)-2-methyl-6-(thiazol-4-yl)pyrido[2,3-d]pyrimidin-4-amine FC(C=1C(=C(C=CC1)[C@@H](C)NC=1C2=C(N=C(N1)C)N=CC(=C2)C=2N=CSC2)F)F